N-(anthracen-9-yl)benzamide C1=CC=CC2=CC3=CC=CC=C3C(=C12)NC(C1=CC=CC=C1)=O